2,5-bis(4-hydroxy-2-methylphenyl)thiophene-3-carbonitrile OC1=CC(=C(C=C1)C=1SC(=CC1C#N)C1=C(C=C(C=C1)O)C)C